C(C)(C)(C)OC(=O)N(C(C(=O)O)CC1=CC(=C(C=C1)C(F)(F)F)Cl)C 2-((tert-Butoxycarbonyl)(methyl)amino)-3-(3-chloro-4-(trifluoromethyl)phenyl)propanoic acid